1,5-di-sec-butyl-3-ethyl-4-hydroxy-pyrazole C(C)(CC)N1N=C(C(=C1C(C)CC)O)CC